ClC1=CC(=C(C=N1)C1=NC=C(C=C1)OC1CCN(CC1)CCF)F 6'-chloro-4'-fluoro-5-((1-(2-fluoroethyl)piperidin-4-yl)oxy)-2,3'-bipyridine